CN1N=C(C=C1NC1=NC2=CC(=CC=C2C=N1)N1C(OC[C@@H]1C)=O)C (4S)-3-{2-[(1,3-dimethyl-1H-pyrazol-5-yl)amino]quinazolin-7-yl}-4-methyl-1,3-oxazolidin-2-one